COC1=CC=2N(C=C1C=1C(N(CCC1)C)=O)C=CN2 3-(7-methoxyimidazo[1,2-a]pyridin-6-yl)-1-methyl-5,6-dihydropyridin-2(1H)-one